tert-butyl 4-(5-((2-amino-9-chloro-10-oxo-10H-chromeno[3,2-b]pyridin-3-yl)oxy)-4-methylpyrimidin-2-yl)piperazine-1-carboxylate NC1=C(C=C2C(=N1)C(C=1C(=CC=CC1O2)Cl)=O)OC=2C(=NC(=NC2)N2CCN(CC2)C(=O)OC(C)(C)C)C